NC1C[C@H](N(C1)C([C@H](C(C)(C)C)NC(=O)[C@H](C)N(C(OC(C)(C)C)=O)C)=O)C(NC1=C(C=CC=C1F)F)=O tert-butyl N-[(1S)-1-{[(2S)-1-[(2S)-4-amino-2-[(2,6-difluorophenyl)carbamoyl]pyrrolidin-1-yl]-3,3-dimethyl-1-oxobutan-2-yl] carbamoyl}ethyl]-N-methylcarbamate